tert-butyl (3R,4R)-4-{4-[(4aS,5aR)-5,5-difluoro-5a-methyl-1H,4H,4aH,6H-cyclopropa[f]indazole-3-amido]pyrazol-1-yl}-3-fluoropiperidine-1-carboxylate FC1([C@H]2CC=3C(=NNC3C[C@]21C)C(=O)NC=2C=NN(C2)[C@H]2[C@@H](CN(CC2)C(=O)OC(C)(C)C)F)F